N1(CCC1)CCC1=CNC2=NC=C(C=C21)F 3-(2-(azetidin-1-yl)ethyl)-5-fluoro-1H-pyrrolo[2,3-b]pyridine